CN(C)CC N,N-Dimethylethylamine